3-Fluoro-N-[4-(7-fluoro-1,3-benzoxazol-2-yl)phenyl]bicyclo[1.1.1]pentan-1-carboxamid FC12CC(C1)(C2)C(=O)NC2=CC=C(C=C2)C=2OC1=C(N2)C=CC=C1F